2-(difluoromethyl)-3-methoxy-2H-indazole-5-carboxylic acid FC(N1N=C2C=CC(=CC2=C1OC)C(=O)O)F